FC(C(=O)O)(F)F.F[C@H](CNC1=NC=C(C(=N1)NC1CCC(CC1)O)C(=O)NCC=1C=NC=CC1)CC 2-(((S)-2-fluorobutyl)amino)-4-(((1r,4S)-4-hydroxycyclohexyl)amino)-N-(pyridin-3-ylmethyl)pyrimidine-5-carboxamide trifluoroacetate salt